1-[(1RS,2RS,8aSR)-1,2,8,8-tetramethyl-1,2,3,5,6,7,8,8a-octahydro-2-naphthalenyl]ethanone C[C@H]1[C@](CC=C2CCCC([C@H]12)(C)C)(C)C(C)=O |r|